ClC=1C=NC(=C(C(=O)NC2CCC(CC2)CN2C(N(C3=C2C=C(C=C3)C)C=3C=CC(=NC3)C(=O)NC)=O)C1)C 5-(3-(((1r,4r)-4-(5-chloro-2-methylnicotinamido)cyclohexyl)methyl)-5-methyl-2-oxo-2,3-dihydro-1H-benzo[d]imidazol-1-yl)-N-methylpicolinamide